COP(=O)(OC)CCCCCC(C)(C)N(P(OCCC#N)[O-])C(C)C 2-cyanoethyl (5-(dimethoxyphosphoryl)pentyl)diisopropylphosphoramidite